CC1([C@@H]2CCC=3[C@@]4(CC[C@H]([C@@H](CCCC(C)C)C)[C@]4(CCC3[C@]2(CCC1)C)C)C)C 4,4,14α-trimethyl-5α-cholesta-8(9)-en